ClC1=CC=C2C(=C(NC2=C1Cl)C(=O)N)C=1C=NN(C1)C1OCCCC1 6,7-Dichloro-3-(1-(tetrahydro-2H-pyran-2-yl)-1H-pyrazol-4-yl)-1H-indole-2-carboxamide